(2S)-5,5,5-trifluoro-4,4-dimethyl-2-[[(1R)-1-phenylethyl]amino]pentanenitrile FC(C(C[C@@H](C#N)N[C@H](C)C1=CC=CC=C1)(C)C)(F)F